5-[4-[(dimethylamino)methyl]-3,5-dimethoxyphenyl]-N-(5-[[2-(2,6-dioxopiperidin-3-yl)-1,3-dioxoisoindol-4-yl]amino]pentyl)-7-methyl-8-oxo-3,4-dihydro-1H-2,7-naphthyridine-2-carboxamide CN(C)CC1=C(C=C(C=C1OC)C=1C=2CCN(CC2C(N(C1)C)=O)C(=O)NCCCCCNC1=C2C(N(C(C2=CC=C1)=O)C1C(NC(CC1)=O)=O)=O)OC